OCCN(C(CO)(CO)CO)CCO.[Fe] iron 2-bis(2-hydroxyethyl)amino-2-hydroxymethyl-1,3-propanediol